1-(3-methyl-4-hydroxyphenyl)-4-(4-hydroxyphenyl)benzene CC=1C=C(C=CC1O)C1=CC=C(C=C1)C1=CC=C(C=C1)O